NC1=NC=CC(=C1Cl)SC=1C=2N(C(=NC1C)N1CCC3([C@@H]([C@@H](OC3)C)N)CC1)C=NN2 (3S,4S)-8-[8-[(2-amino-3-chloro-4-pyridinyl)sulfanyl]-7-methyl-[1,2,4]triazolo[4,3-c]pyrimidin-5-yl]-3-methyl-2-oxa-8-azaspiro[4.5]decan-4-amine